Alpha-ketoglutarate disodium salt [Na+].[Na+].O=C(C(=O)[O-])CCC(=O)[O-]